1,1,1-trifluoro-2,2,2-tris(4-hydroxyphenyl)ethane FC(C(C1=CC=C(C=C1)O)(C1=CC=C(C=C1)O)C1=CC=C(C=C1)O)(F)F